tert-butyl (2R,4R)-2-((4-(7H-pyrrolo[2,3-d]pyrimidin-4-yl)-3,4-dihydro-2H-1,4-thiazine-6-carboxamido)(phenyl)methyl)-4-hydroxypyrrolidine-1-carboxylate N1=CN=C(C2=C1NC=C2)N2CCSC(=C2)C(=O)NC([C@@H]2N(C[C@@H](C2)O)C(=O)OC(C)(C)C)C2=CC=CC=C2